Ethyl 3-chloro-5-(5-(5-chloro-3-(N-(4-ethoxy-3-methoxyphenyl)-N-methylsulfamoyl)thiophen-2-yl)-1,3,4-oxadiazol-2-yl)benzoate ClC=1C=C(C(=O)OCC)C=C(C1)C=1OC(=NN1)C=1SC(=CC1S(N(C)C1=CC(=C(C=C1)OCC)OC)(=O)=O)Cl